monoglycidyl-amino alcohol C(C1CO1)NO